9-(2'-bromo-[1,1'-biphenyl]-2-yl)-9H-carbazole BrC1=C(C=CC=C1)C1=C(C=CC=C1)N1C2=CC=CC=C2C=2C=CC=CC12